tert-butyl (1S,5R)-8-(3-hydroxyphenyl)-3,8-diazabicyclo[3.2.1]octane-3-carboxylate OC=1C=C(C=CC1)N1[C@@H]2CN(C[C@H]1CC2)C(=O)OC(C)(C)C